Cl.Cl.C(C)[C@H]1CN(CCN1)C1=CC=C(N=N1)C1=NC=C(C=C1O)C=1C=NNC1 2-{6-[(3S)-3-ethylpiperazin-1-yl]pyridazin-3-yl}-5-(1H-pyrazol-4-yl)pyridin-3-ol dihydrochloride